[O-]CCCC.[O-]CCCC.[Ti+2] Titanium di-n-butoxide